N-(4-carboxy-2-hydroxyphenyl)maleimide C(=O)(O)C1=CC(=C(C=C1)N1C(C=CC1=O)=O)O